O[C@]1(C2=NN=C(C3=C(C=C(C(OCCCCCC1)=N3)C(F)(F)F)NC(OC(C)(C)C)=O)O2)C(F)(F)F tert-Butyl N-[(6R)-6-hydroxy-6,15-bis(trifluoromethyl)-13,19-dioxa-3,4,18-triazatricyclo[12.3.1.12,5]nonadeca-1(17),2,4,14(18),15-pentaen-17-yl]carbamate